citrullinol N[C@@H](CCCNC(=O)N)CO